[N+](=O)([O-])C=1C(=NC=CC1)N Nitropyridin-2-amine